ClC1=C(C=CC(=C1)Cl)C=1N(C=CN1)CCO (2,4-dichlorophenyl)-1-imidazoleethanol